N-Boc-glutamic acid 1-tert-butyl ester C(C)(C)(C)OC([C@@H](NC(=O)OC(C)(C)C)CCC(=O)O)=O